C1=CC=CC=2C3=CC=CC=C3C(C12)COC(=O)N1[C@@H](C[C@@H](C1)C)C(=O)O (2S,4S)-1-(9H-fluoren-9-ylmethoxycarbonyl)-4-methyl-pyrrolidine-2-carboxylic acid